N-[4-(2-{2-[3-(5-tert-Butyl-2-cyclopropylmethyl-2H-pyrazol-3-yl)-ureido]-thiazol-5-yl}-ethyl)-pyridin-2-yl]-3-methoxy-propionamide C(C)(C)(C)C=1C=C(N(N1)CC1CC1)NC(NC=1SC(=CN1)CCC1=CC(=NC=C1)NC(CCOC)=O)=O